C1OCC2=C(C=CC=C12)[C@@H](C)OC1=C(NC(=C1)C(=O)NCC)C(=O)NC |r| Racemic-3-(1-(1,3-dihydroisobenzofuran-4-yl)ethoxy)-N5-ethyl-N2-methyl-1H-pyrrole-2,5-dicarboxamide